3-amino-N-(2-(methylsulfonyl)ethyl)-6-(4-(trifluoromethyl)phenyl)-[2,3'-bipyridine]-4-carboxamide NC=1C(=NC(=CC1C(=O)NCCS(=O)(=O)C)C1=CC=C(C=C1)C(F)(F)F)C=1C=NC=CC1